NC1=NC=CC(=C1Cl)SC=1C=2N(C(=NC1)N1CC3=C([C@H](CC1)N[S@](=O)C(C)(C)C)C=CC=C3)C=CN2 (R)-N-((S)-2-(8-((2-amino-3-chloropyridin-4-yl)thio)imidazo[1,2-c]pyrimidin-5-yl)-2,3,4,5-tetrahydro-1H-benzo[c]azepin-5-yl)-2-methylpropane-2-sulfinamide